NC=1C=C(C=CC1N)C1=CC=C(C=C1)C(=O)NCCC(C)C 3',4'-diamino-N-isopentyl-[1,1'-biphenyl]-4-carboxamide